COC(=O)C1(C(C=2C(=NC=CC2)O1)F)C fluoro-2-methyl-3H-furo[2,3-b]pyridine-2-carboxylic acid methyl ester